OC1=C(C(=O)OC)C(=CC(=C1)O)CCCCC methyl 2,4-dihydroxy-6-n-pentylbenzoate